methyl (E)-3-(6-chloro-4,9-dihydro-3H-pyrido[3,4-b]indol-1-yl)-2-methyl-prop-2-enoate ClC=1C=C2C3=C(NC2=CC1)C(=NCC3)/C=C(/C(=O)OC)\C